(R)-1-(2,6-dichlorophenyl)-4-((5-(3-fluoropyrrolidine-1-carbonyl)pyridin-2-yl)amino)-1H-pyrazole-3-carboxamide ClC1=C(C(=CC=C1)Cl)N1N=C(C(=C1)NC1=NC=C(C=C1)C(=O)N1C[C@@H](CC1)F)C(=O)N